C1(=CC=CC=C1)C1=C(C=2N(C(=N1)N)C=NN2)C=2C=C1C=NNC1=C(C2)C(F)(F)F 7-phenyl-8-(7-(trifluoromethyl)-1H-indazol-5-yl)-[1,2,4]triazolo[4,3-c]pyrimidin-5-amine